C(C)(C)(C)OC(=O)N1[C@@H](C[C@H](C1)N)CN1N=CC=C1C.ClC1=CC=C(OC2=C(C=C(C=C2)NC(CC2=CC=C(C=C2)Cl)=O)S(N)(=O)=O)C=C1 N-[4-(4-chlorophenoxy)-3-sulfamylphenyl]-2-(4-chlorophenyl)acetamide tert-butyl-(2S,4R)-4-amino-2-((5-methyl-1H-pyrazol-1-yl)methyl)pyrrolidine-1-carboxylate